1-(3-((4-((2,4,6-trichloro-phenyl)amino)pyrido[3,4-d]pyrimidin-6-yl)oxy)-azetidin-1-yl)prop-2-en-1-one ClC1=C(C(=CC(=C1)Cl)Cl)NC=1C2=C(N=CN1)C=NC(=C2)OC2CN(C2)C(C=C)=O